C1(CCCC1)C1=CC(N(C=C1C=1C=NN(C1)C)C)=O 4-cyclopentyl-1-methyl-5-(1-methyl-1H-pyrazol-4-yl)pyridin-2(1H)-one